C(C1=CC=CC=C1)N1CCNC2(CCC2)C1 8-benzyl-5,8-diazaspiro[3.5]nonane